ClC=1C=C2C(=NC(=NC2=C(C1C1=CC=CC2=C1N=C(S2)N)F)OC[C@H]2N(CCC2)C)N2CCOCCC2 4-(6-chloro-8-fluoro-2-(((S)-1-methylpyrrolidin-2-yl)-methoxy)-4-(1,4-oxazepan-4-yl)quinazolin-7-yl)benzo-[d]thiazol-2-amine